CC=1OC(=CC(C1)=O)C 2,6-dimethyl-4-pyranone